FC1=C(C=C(C=N1)CC1=CC(=NC=C1)N1N=CC=2C(N(CCC21)C)=O)C 1-(4-((6-fluoro-5-methylpyridin-3-yl)methyl)pyridin-2-yl)-5-methyl-1,5,6,7-tetrahydro-4H-pyrazolo[4,3-c]pyridin-4-one